N1(CCC1)C(CN1N=C(C=2C1=NC(=CN2)C2=CC(=C(C=C2)F)C(F)F)F)=O 1-(Azetidin-1-yl)-2-[6-[3-(difluoromethyl)-4-fluoro-phenyl]-3-fluoro-pyrazolo[3,4-b]pyrazin-1-yl]ethanone